C1(CCCC1)NC1=CC=C(C=C1)[C@@H]1N(CCC[C@@H]1C(=O)NC1=CC(=C(C=C1)C)C(F)(F)F)S(=O)(=O)C1=C(C=CC=C1Cl)Cl (2R,3S)-2-(4-(cyclopentylamino)phenyl)-1-((2,6-dichlorophenyl)sulfonyl)-N-(4-methyl-3-(trifluoromethyl)phenyl)piperidine-3-carboxamide